magnesium chromium Aluminum-chromium [Cr].[Al].[Cr].[Mg]